tert-butyl (1R,3R)-3-[(tert-butyldimethylsilyl)oxy]-1-[(2-methylpropane-2-sulfinyl)amino]-8-azaspiro[4.5]decane-8-carboxylate [Si](C)(C)(C(C)(C)C)O[C@H]1C[C@H](C2(C1)CCN(CC2)C(=O)OC(C)(C)C)NS(=O)C(C)(C)C